FC=1C=C(C=CC1OC)C=1N=C2N(C(C1)=O)C=C(C=C2)N2C[C@H](NCC2)C 2-(3-Fluoro-4-methoxyphenyl)-7-[(3R)-3-methylpiperazin-1-yl]-4H-pyrido[1,2-a]pyrimidin-4-one